C(C)(C)(C)[C@H]1N2C(C=3N(N=C4C(=CC=CC34)OCCCCCCCCC(=O)OCC)C1)=CC(C(=C2)C(=O)OC)=O methyl (R)-6-(tert-butyl)-10-((9-ethoxy-9-oxononyl) oxy)-2-oxo-6,7-dihydro-2H-pyrido[2',1':3,4]pyrazino[1,2-b]indazole-3-carboxylate